N-[(2S,3R)-2-[(2,3'-difluoro[1,1'-biphenyl]-3-yl)methyl]-4,4-difluoro-1-(2-hydroxy-2-methylpropanoyl)pyrrolidin-3-yl]methane-sulfonamide FC1=C(C=CC=C1C[C@@H]1N(CC([C@@H]1NS(=O)(=O)C)(F)F)C(C(C)(C)O)=O)C1=CC(=CC=C1)F